NC1=C(C(=NN1C(C)C)C1=CC=C(C=C1)CC(=O)NC1=CC(=C(C=C1)C(F)(F)F)C(C)C)C(=O)N 5-Amino-1-isopropyl-3-(4-(2-((3-isopropyl-4-(trifluoromethyl)phenyl)amino)-2-oxoethyl)phenyl)-1H-pyrazole-4-carboxamide